CC1N(CCNC1C)C1=CC=CC=2OCCOC21 5-(2,3-dimethylpiperazin-1-yl)-2,3-dihydro-1,4-benzodioxine